3-(6-((10-((2-(2,3-difluoro-6-(2-morpholinothiazol-4-yl)phenoxy)ethyl)amino)decyl)amino)-4-oxobenzo[d][1,2,3]triazin-3(4H)-yl)piperidine-2,6-dione FC1=C(OCCNCCCCCCCCCCNC2=CC3=C(N=NN(C3=O)C3C(NC(CC3)=O)=O)C=C2)C(=CC=C1F)C=1N=C(SC1)N1CCOCC1